FC(S(=O)(=O)OC1=CC(=C2C=CC=NC2=C1)C1(CC1)NC(C1=C(C=CC(=C1)OCCN(C)C(=O)OC(C)(C)C)C)=O)(F)F 5-(1-(5-(2-((tert-butoxycarbonyl)(methyl)amino)ethoxy)-2-methylbenzamido)cyclopropyl)quinolin-7-yl trifluoromethanesulfonate